Tolyltriazol C1(=C(C=CC=C1)C=1N=NNC1)C